C1(CC1)C1=CC(=NN1)NC(CC=1C=NN(C1)C1=CC(=CC=C1)CN(C)C)=O N-(5-cyclopropyl-1H-pyrazol-3-yl)-2-(1-(3-((dimethylamino)methyl)phenyl)-1H-pyrazol-4-yl)acetamide